ethyl 3-(3-fluorophenyl)-6-[3-(6-methyl-2-pyridyl)-1H-pyrazol-4-yl]-1,5-naphthyridine-4-carboxylate FC=1C=C(C=CC1)C=1C=NC2=CC=C(N=C2C1C(=O)OCC)C=1C(=NNC1)C1=NC(=CC=C1)C